(S)-(5-fluoro-2-methoxyphenyl)(1H-pyrrolo[2,3-b]pyridin-2-yl)methylamine FC=1C=CC(=C(C1)NCC1=CC=2C(=NC=CC2)N1)OC